5-(2-methyl-1-(tetrahydro-2H-pyran-4-yl)-1H-imidazo[4,5-b]pyridin-6-yl)-N-(cis-4-(4-methylpiperazin-1-yl)cyclohexyl)pyrrolo[2,1-f][1,2,4]triazin-2-amine CC=1N(C=2C(=NC=C(C2)C=2C=CN3N=C(N=CC32)N[C@@H]3CC[C@@H](CC3)N3CCN(CC3)C)N1)C1CCOCC1